C(C)(C)(C)N(C(=O)OCC(CO)C)C1=CC(=C(C=C1)C1CN(C1)CC(F)(F)F)Cl 2-methyl-1,3-propanediol tert-Butyl-(3-chloro-4-(1-(2,2,2-trifluoroethyl)azetidin-3-yl)phenyl)carbamate